(S)-isoleucinol N[C@@H]([C@@H](C)CC)CO